ClC=1C=C(C=C(C1)/C=N/C(C(C)C)O)OC(C1=CN=CC=C1)=O.FC=1C=C(CN2C=CC3=CC(=CC=C23)NC(C=C)=O)C=CC1F N-(1-(3,4-difluorobenzyl)-1H-indol-5-yl)acrylamide (E)-3-chloro-5-((1-hydroxy-2-methylpropyl-imino)meth-yl)phenyl-nicotinate